N-benzyl-2-(4-fluoro-3-trifluoromethylphenoxy)-butyramide C(C1=CC=CC=C1)NC(C(CC)OC1=CC(=C(C=C1)F)C(F)(F)F)=O